C(C)C=1C=NC2=CC=C(C=C2N1)C(C)N1C[C@@H](N(C[C@H]1C)C=1C=2C(N(C(C1)=O)C)=CN(N2)CC#N)C (7-((2S,5R)-4-(1-(3-ethylquinoxalin-6-yl)ethyl)-2,5-dimethylpiperazin-1-yl)-4-methyl-5-oxo-4,5-dihydro-2H-pyrazolo[4,3-b]pyridin-2-yl)acetonitrile